8-(2-Fluoro-6-methylphenyl)-1,4-dioxa-8-aza-spiro[4.6]undecane FC1=C(C(=CC=C1)C)N1CCC2(OCCO2)CCC1